ClC=1C=C(C=2N(N1)C=CN2)[C@@H]2[C@H](C2)C=2C=C1C(C=CN(C1=CC2)CC(F)(F)F)=O 6-[(1S,2S)-2-(6-chloroimidazo[1,2-b]pyridazin-8-yl)cyclopropyl]-1-(2,2,2-trifluoroethyl)quinolin-4-one